Cl.S1C=CC2=C1C=CC(=C2)C2=NN1C([C@H](NCC1)C)=C2C2=CC=NC=C2 |r| (RS)-2-(1-benzothiophen-5-yl)-4-methyl-3-(pyridin-4-yl)-4,5,6,7-tetrahydropyrazolo[1,5-a]pyrazine hydrogen chloride